O=C(CC[C@H]1N(CCC1)C(=O)OC(C)(C)C)N1CCN(CC1)C1=NC=C(C=N1)C(F)(F)F tert-butyl (S)-2-(3-oxo-3-(4-(5-(trifluoromethyl)pyrimidinyl)piperazin-1-yl)propyl)pyrrolidine-1-carboxylate